O=C[C@H](O)[C@@H](O)[C@H](O)[C@H](O)CO.[Na] SODIUM GLUCOSE